NC1=NC(=C2C(=N1)N(N=C2)CC2=C(C=C(C=C2)[N+](=O)[O-])F)C=2C=C(C#N)C=CC2 3-[6-amino-1-[(2-fluoro-4-nitro-phenyl)methyl]pyrazolo[3,4-d]pyrimidin-4-yl]benzonitrile